6-(8-((3-fluoroquinolin-6-yl)sulfonyl)-8-azaspiro[4.5]decan-2-yl)-2-oxa-6-azaspiro[3.3]heptane FC=1C=NC2=CC=C(C=C2C1)S(=O)(=O)N1CCC2(CCC(C2)N2CC3(COC3)C2)CC1